(R)-3-(4-fluoro-3-(trifluoromethyl)phenyl)-1-methyl-1-(1-(1-oxo-1,2-dihydroisoquinolin-4-yl)ethyl)urea FC1=C(C=C(C=C1)NC(N([C@H](C)C1=CNC(C2=CC=CC=C12)=O)C)=O)C(F)(F)F